tert-butyl 3-{methyl[6-(methylcarbamoyl)pyridin-3-yl]amino}azetidine-1-carboxylate CN(C1CN(C1)C(=O)OC(C)(C)C)C=1C=NC(=CC1)C(NC)=O